N1(N=CN=C1)CC(=O)O 1H-1,2,4-triazol-1-ylacetic acid